Methyl 4-((5-((((3r,5r,7r)-adamantan-1-yl)methyl)carbamoyl)-1H-indol-1-yl)methyl)-3-methoxybenzoate C12(CC3CC(CC(C1)C3)C2)CNC(=O)C=2C=C3C=CN(C3=CC2)CC2=C(C=C(C(=O)OC)C=C2)OC